CC1=NC=C(C(N1)=O)C 2,5-dimethylpyrimidin-4(3H)-one